ClC=1C=C(C=C(C1)Cl)N1CN=CC2=C1C[C@@H]1CC[C@H]2N1 (5R,8S)-N-(3,5-dichlorophenyl)-6,7,8,9-tetrahydro-5H-5,8-epiminocyclohepta[d]pyrimidine